C(C1=CC=CC=C1)OCOC1C2(CCCC1CC2)C(=O)OCOCC2=CC=CC=C2 (benzyloxy)methyl 8-((benzyloxy)methoxy)bicyclo[3.2.1]octane-1-carboxylate